CC1=CC=CC(=N1)C=1C=C2C[C@@H](CC2=CC1)C(=O)N1CCC2=CC=C(C=C12)S(=O)(=O)N (R)-1-(5-(6-methylpyridin-2-yl)-2,3-dihydro-1H-indene-2-carbonyl)indoline-6-sulfonamide